3-[(2-Chlorobenzyl)oxy]-N-{(1S)-1-[1-(5-cyanopyridin-2-yl)-3-methyl-1H-1,2,4-triazol-5-yl]ethyl}-5-(trifluoromethyl)benzamide ClC1=C(COC=2C=C(C(=O)N[C@@H](C)C3=NC(=NN3C3=NC=C(C=C3)C#N)C)C=C(C2)C(F)(F)F)C=CC=C1